CC1=CC=C2C(CC3C(C(OC3=O)=O)C2=C1)C1C(OC(C1)OC(C)=O)OC(C)=O 1,3,3a,4,5,9b-hexahydro-8-methyl-5-(tetrahydro-2,5-di-acetoxy-3-furanyl)-naphtho[1,2-c]-furan-1,3-dione